CC=1N(C=CN1)C1=CC=C(C=C1)C1=CC=C(C=C1)N1C(=NC=C1)C 4,4'-bis(2-methyl-1-imidazolyl)biphenyl